(2R,3R,4R,5R)-4-fluoro-4-methyl-5-(6-(methylamino)-2-(3-methylbutanamido)-9H-purin-9-yl)-2-((propionyloxy)methyl)tetrahydrofuran-3-yl 3-methylbutanoate CC(CC(=O)O[C@@H]1[C@H](O[C@H]([C@]1(C)F)N1C2=NC(=NC(=C2N=C1)NC)NC(CC(C)C)=O)COC(CC)=O)C